3,10-bis[N-(dibenzofuran-2-yl)-N-phenylamino]naphtho[2,3-b:6,7-b']bisbenzofuran C1=C(C=CC=2OC3=C(C21)C=CC=C3)N(C3=CC=CC=C3)C3=CC2=C(C1=C(O2)C=C2C=C4C(OC5=C4C=CC(=C5)N(C5=CC4=C(OC6=C4C=CC=C6)C=C5)C5=CC=CC=C5)=CC2=C1)C=C3